C1=C(C=CC=2CCCCC12)C(C)=O 1-(5,6,7,8-tetrahydro-2-naphthalenyl)ethanone